Methyl 3-((2-methyl-6-(1-methyl-5-((((4-nitrophenoxy)carbonyl)oxy)methyl)-1H-1,2,3-triazol-4-yl)pyridin-3-yl)oxy)cycloheptane-1-carboxylate CC1=NC(=CC=C1OC1CC(CCCC1)C(=O)OC)C=1N=NN(C1COC(=O)OC1=CC=C(C=C1)[N+](=O)[O-])C